COC(=O)C1=CC=NC2=CC=C(C=C12)CCl 6-(chloromethyl)-quinoline-4-carboxylic acid methyl ester